NC1=C(C(=CC=C1)F)C=1C(=CC2=C(N(C(NC2=O)=O)C=2C(=NC=CC2SCCC(=O)O)C(C)C)N1)F 3-(3-(7-(2-amino-6-fluorophenyl)-6-fluoro-2,4-dioxo-3,4-dihydropyrido[2,3-d]pyrimidin-1(2H)-yl)-2-isopropylpyridin-4-ylthio)propionic acid